(2,2-dimethyltetrahydro-2H-pyran-4-yl)methylamine CC1(OCCC(C1)CN)C